(P)-6-(BENZYLTHIO)-1-(5-CHLORO-2-METHOXY-4-(1-(TRIFLUOROMETHYL)CYCLOPROPYL)PHENYL)QUINOLIN-2(1H)-ONE C(C1=CC=CC=C1)SC=1C=C2C=CC(N(C2=CC1)C1=C(C=C(C(=C1)Cl)C1(CC1)C(F)(F)F)OC)=O